[[2-[(2R,5S)-2-(1,3-benzothiazol-5-yl)-5-methyl-1-piperidyl]-2-oxo-acetyl]amino]pyridine-3-carboxamide S1C=NC2=C1C=CC(=C2)[C@@H]2N(C[C@H](CC2)C)C(C(=O)NC2=NC=CC=C2C(=O)N)=O